1-oxopropan-2-yl-propionamide O=CC(C)C(C(=O)N)C